FC(C1=NC=C(C=N1)C1=NN2C(=NC=3C=CC=CC3C2=N1)NC=1C(N=CC=CC1)=O)(F)F (3R)-3-({2-[2-(trifluoromethyl)pyrimidin-5-yl][1,2,4]triazolo[1,5-c]quinazolin-5-yl}amino)azepin-2-one